C(CCCCCCCCCCCC)OC(C=C)=O Acrylic acid tridecyl ester